n-dodecyl-dimethyl-benzyl-ammonium chloride [Cl-].C(CCCCCCCCCCC)[N+](CC1=CC=CC=C1)(C)C